ClC1=C(C(=CC=C1)F)CC(CNC(=O)[C@H]1N(C[C@@H](C1)O)C([C@H](C(C)(C)C)N1N=NC(=C1)C1CC1)=O)CO (2S,4r)-N-[2-[(2-chloro-6-fluoro-phenyl)methyl]-3-hydroxy-propyl]-1-[(2S)-2-(4-cyclopropyltriazol-1-yl)-3,3-dimethyl-butyryl]-4-hydroxy-pyrrolidine-2-carboxamide